(3R,11R)-5,6-difluoro-3,11-dimethyl-10-oxa-2,13,17,18,21-pentaazapentacyclo[13.5.2.18,11.04,9.018,22]tricosa-1(21),4,6,8,15(22),16,19-heptaen-14-one FC1=C2[C@H](NC=3C=CN4N=CC(C(NC[C@@]5(OC2=C(C=C1F)C5)C)=O)=C4N3)C